O1C(CCC1)COC1=CC=C(C=O)C=C1 4-oxolanylmethoxybenzaldehyde